5-[2-chloro-5-(trifluoromethoxy)phenyl]-2-(3,4-dichlorophenyl)-1-ethyl-6-methyl-4-oxo-pyridine-3-carboxylic acid ClC1=C(C=C(C=C1)OC(F)(F)F)C=1C(C(=C(N(C1C)CC)C1=CC(=C(C=C1)Cl)Cl)C(=O)O)=O